Methyl (4aR*,8S*,8aS*)-3-benzyl-8-(2-(trifluoromethyl)phenyl)-8,8a-dihydropyrido[4,3-e][1,4,2]dioxazine-7(4aH)-carboxylate C(C1=CC=CC=C1)C1=NO[C@@H]2[C@H](O1)C=CN([C@H]2C2=C(C=CC=C2)C(F)(F)F)C(=O)OC |o1:10,11,16|